4-[(1-tert-butoxycarbonyl-4-piperidyl)oxyl-3,5-difluoro-anilino]-5-(methylamino)-6-(3-methylimidazo[4,5-c]pyridin-7-yl)pyrazine-2-carboxylate C(C)(C)(C)OC(=O)N1CCC(CC1)ON(C1=CC(=CC(=C1)F)F)N1CC(=NC(=C1NC)C=1C2=C(C=NC1)N(C=N2)C)C(=O)[O-]